NC1CC(C1)C(=C)C=1N=CC(=NC1)C1=C(C=C(C=C1)N1C=NC=C1)O 2-(5-(1-((1s,3s)-3-aminocyclobutyl)vinyl)pyrazin-2-yl)-5-(1H-imidazol-1-yl)phenol